ClC1=C(N)C=C(C=C1)C(F)(F)F 2-chloro-5-(trifluoromethyl)aniline